FC1=C(C=CC(=C1)CN(C)C1CCN(CC1)C1=NN(C2=C1C=NC(=C2)NC2=NC(=NC=C2)N2CCC(CC2)OC)C(C)C)C2C(NC(CC2)=O)=O 3-(2-fluoro-4-(((1-(1-isopropyl-6-((2-(4-methoxypiperidin-1-yl)pyrimidin-4-yl)amino)-1H-pyrazolo[4,3-c]pyridin-3-yl)piperidin-4-yl)(methyl)amino)methyl)phenyl)piperidine-2,6-dione